methylthiobutan CSCCCC